1,2-diphenylpyrazolidine-3,5-dione C1(=CC=CC=C1)N1N(C(CC1=O)=O)C1=CC=CC=C1